(5S)-5-acetyl-beta-xylopyranose C(C)(=O)[C@@H]1[C@H]([C@@H]([C@H]([C@H](O)O1)O)O)O